4-(trifluoromethyl)thieno[2,3-b]pyridin-3-amine FC(C1=C2C(=NC=C1)SC=C2N)(F)F